ClC=1C=CC(=C(C=NC(C(=O)OC)C(C)C)C1)O methyl 2-(5-chloro-2-hydroxybenzylideneamino)-3-methylbutanoate